(S)-N1-(1-(2-(2-adamantylamino)-2-oxoethyl)-2-oxo-1,2-dihydropyridin-3-yl)-2-(2-methoxy-4-methylthiazole-5-carboxamido)-N6-methyl-5-oxohexanediamide C12C(C3CC(CC(C1)C3)C2)NC(CN2C(C(=CC=C2)NC([C@H](CCC(C(=O)NC)=O)NC(=O)C2=C(N=C(S2)OC)C)=O)=O)=O